N[C@@H](C)C(=O)O[C@@H]1CC[C@@H](CC1)C(F)(F)F cis-4-(trifluoromethyl)cyclohexyl L-alaninate